COC(=O)C1=CC(=C2C=CC(=NC2=C1)NC)OC 5-methoxy-2-(methylamino)quinoline-7-carboxylic acid methyl ester